2-(4-(4-(((2S,4R)-2-methyl-1-propionyl-1,2,3,4-tetrahydroquinolin-4-yl)amino)phenyl)-3,6-dihydropyridin-1(2H)-yl)acetic acid C[C@@H]1N(C2=CC=CC=C2[C@@H](C1)NC1=CC=C(C=C1)C=1CCN(CC1)CC(=O)O)C(CC)=O